2-(6-{[(3R,4S)-3-fluoro-2,2,6,6-tetramethylpiperidin-4-yl]oxy}pyridazin-3-yl)-5-(2-methylimidazo[1,2-b]pyridazin-6-yl)pyridin-3-ol dihydrochloride Cl.Cl.F[C@@H]1C(NC(C[C@@H]1OC1=CC=C(N=N1)C1=NC=C(C=C1O)C=1C=CC=2N(N1)C=C(N2)C)(C)C)(C)C